1-dimethylethoxysilyl-8-bis(diethylamino)methylsilyloctane C[Si](CCCCCCCC[SiH2]C(N(CC)CC)N(CC)CC)(OCC)C